C(CC)O[Al+]OCCC bis(propoxy)aluminum (III)